1-(Pyrazolo[1,5-a]pyrazin-4-yl)-5-(trifluoromethyl)-1H-pyrazole-4-carboxylic acid N1=CC=C2N1C=CN=C2N2N=CC(=C2C(F)(F)F)C(=O)O